NC1=CC=C2C(=NC(=NN21)N2C(=CC1=C(C=CC=C21)C#N)C)N(C(OC(C)(C)C)=O)CC2=CC=CC=C2 tert-butyl (7-amino-2-(4-cyano-2-methyl-1H-indol-1-yl)pyrrolo[2,1-f][1,2,4]triazin-4-yl)(benzyl)carbamate